ethyl 5-chloro-1H-indazole-4-carboxylate ClC1=C(C=2C=NNC2C=C1)C(=O)OCC